di(n-butyl) (hexyl) citrate C(CC(O)(C(=O)OCCCCCC)CC(=O)OCCCC)(=O)OCCCC